BrC=1C=C(C=NC1)N(C(=O)OC(C)(C)C)C(=O)OC(C)(C)C di-tert-butyl (5-bromopyridin-3-yl)-2-imidodicarbonate